2,3,6-trimethylcyclohexanone CC1C(C(CCC1C)C)=O